OC1CN(C1)C(=O)OC(C)(C)C 3-hydroxy-azetidine-1-carboxylic acid, tert-butyl ester